C(C=C)(=O)N1[C@H](CN(CC1)C1=NC(=NC=2C[C@@H](CCC12)N1CCC2=CC=C(C=C12)O)OC[C@H]1N(CCC1)C)CC#N 2-((S)-1-Acryloyl-4-((R)-7-(6-hydroxyindolin-1-yl)-2-(((S)-1-methylpyrrolidin-2-yl)methoxy)-5,6,7,8-tetrahydroquinazolin-4-yl)piperazin-2-yl)acetonitrile